(R)-4-(7-bromo-6-chloro-3-cyano-8-fluoro-2-(((3R,4R)-4-Methoxy-1-methylpyrrolidin-3-yl)oxy)quinolin-4-yl)-2-methylpiperazine-1-carboxylate BrC1=C(C=C2C(=C(C(=NC2=C1F)O[C@@H]1CN(C[C@H]1OC)C)C#N)N1C[C@H](N(CC1)C(=O)[O-])C)Cl